TITANIUM DIOXIDE titanium [Ti+4].[O-2].[O-2].[Ti+4]